NC1=C(C=CC(=C1)Br)C(C(F)(F)F)(O)O 1-(2-amino-4-bromophenyl)-2,2,2-trifluoroethane-1,1-diol